N-{4-[2-(acetylamino)pyridin-4-yloxy]-3-fluorophenyl}-7-(4-fluorophenyl)pyrazolo[1,5-a]pyrimidine-5-carboxamide C(C)(=O)NC1=NC=CC(=C1)OC1=C(C=C(C=C1)NC(=O)C1=NC=2N(C(=C1)C1=CC=C(C=C1)F)N=CC2)F